C(C)(=O)N1CCC(CC1)C1=CC=C2C(=CNC2=C1)C([C@H](C1=CC=CC=C1)NCCC1=CC=C(C=C1)Cl)=O |r| (S)- and (R)-1-(6-(1-acetylpiperidin-4-yl)-1H-indol-3-yl)-2-((4-chlorophenethyl)amino)-2-phenylethan-1-one